L-tartaric acid diethyl ester C(C)OC([C@H](O)[C@@H](O)C(=O)OCC)=O